tert-butyl (R)-(1-(5-(4-amino-1-(4-ethyl-2,6-dimethylphenyl)-6-oxo-1,6-dihydropyrimidine-5-carboxamido)pyridin-3-yl)ethyl)carbamate NC=1N=CN(C(C1C(=O)NC=1C=C(C=NC1)[C@@H](C)NC(OC(C)(C)C)=O)=O)C1=C(C=C(C=C1C)CC)C